FC=1C=C(C=C(C1)F)[C@@H]1CCC2=NN(C(N21)=O)C21C3C4C5(C3C1C5C24)C#N 4-[(5S)-5-(3,5-difluorophenyl)-3-oxo-6,7-dihydro-3H-pyrrolo[2,1-c][1,2,4]triazol-2(5H)-yl]pentacyclo[4.2.0.0~2,5~.0~3,8~.0~4,7~]octane-1-carbonitrile